FC=1C=CC=2N(C3=CC=C(C=C3C2C1)F)C[C@H](CN1C(N[C@H](C1)C)=O)O (S)-1-((R)-3-(3,6-difluoro-9H-carbazol-9-yl)-2-hydroxypropyl)-4-methyl-imidazolidin-2-one